1,6-dicyanohexane C(#N)CCCCCCC#N